C12(CC3CC(CC(C1)C3)C2)NCCCC(=O)NC=2C=CC=C3C(=NN(C23)C)C2C(NC(CC2)=O)=O 4-((adamantan-1-yl)amino)-N-(3-(2,6-dioxopiperidin-3-yl)-1-methyl-1H-indazol-7-yl)butanamide